FC=1C(=C(C=C(C1)C=1OC=CC1)CC=C)OC 3-fluoro-5-(2-furyl)-2-methoxy-1-prop-2-enylbenzene